CN(CC(COCCCCCCCC\C=C/C\C=C/CCCCC)OC(CCC)O[C@@H]1CC2=CC[C@H]3[C@@H]4CC[C@H]([C@@H](CCCC(C)C)C)[C@]4(CC[C@@H]3[C@]2(CC1)C)C)C 3-dimethylamino-2-(cholest-5-ene-3β-oxybutane-4-oxy)-1-(cis,cis-9,12-octadecadienoxy)propane